dimethylanilinium trityl-tetrakis(pentafluorophenyl)borate C(C1=CC=CC=C1)(C1=CC=CC=C1)(C1=CC=CC=C1)C1(C(C(=C(C(=C1F)F)F)F)F)[B-](C1=C(C(=C(C(=C1F)F)F)F)F)(C1=C(C(=C(C(=C1F)F)F)F)F)C1=C(C(=C(C(=C1F)F)F)F)F.C[NH+](C1=CC=CC=C1)C